3-[4-[4-(4-Chlorophenyl)-1-piperidyl]-3-fluoro-phenyl]piperidine-2,6-dione ClC1=CC=C(C=C1)C1CCN(CC1)C1=C(C=C(C=C1)C1C(NC(CC1)=O)=O)F